S1C(=CC=C1)C1(CC(=NO1)C1=CC=C(C(=O)Cl)C=C1)C(F)(F)F 4-(5-(thiophen-2-yl)-5-(trifluoromethyl)-4,5-dihydroisoxazol-3-yl)benzoyl chloride